4-(2-(2-(2-isopropylphenyl)-4-phenethylpiperazin-1-yl)-7-azaspiro[3.5]nonan-7-yl)benzamide C(C)(C)C1=C(C=CC=C1)C1N(CCN(C1)CCC1=CC=CC=C1)C1CC2(C1)CCN(CC2)C2=CC=C(C(=O)N)C=C2